OC[C@H](C(=O)OC1C[C@H]2CC[C@@H](C1)N2)C2=CC=CC=C2 |&1:2| (1r,3r,5s)-8-azabicyclo[3.2.1]oct-3-yl (2RS)-3-hydroxy-2-phenylpropionate